C1(=CC=CC=C1)CN1C(=NC2=CC=CC=C2C1=O)\C=C\C=1C=NC=CC1 3-(Phenylmethyl)-2-[(1E)-2-(3-pyridinyl)ethenyl]-4(3H)-quinazolinone